4-[(3S)-3-amino-3-methylpyrrolidin-1-yl]-N-(dicyclopropylmethyl)-5-(3-fluoro-5-methylphenyl)pyridine-3-carboxamide N[C@@]1(CN(CC1)C1=C(C=NC=C1C1=CC(=CC(=C1)C)F)C(=O)NC(C1CC1)C1CC1)C